C(#N)C[C@@H]1N(CCN(C1)C1=NC(=NC=2CC3(CCC12)CS(CC1=CC=CC=C13)(=O)=O)OC[C@H]1N(CCC1)C)C(=O)OC(C)(C)C tert-butyl (2S)-2-(cyanomethyl)-4-(2'-(((S)-1-methylpyrrolidin-2-yl)methoxy)-2,2-dioxido-5',8'-dihydro-6'H-spiro[isothiochromane-4,7'-quinazolin]-4'-yl)piperazine-1-carboxylate